5-chloro-2-(difluoromethyl)-N-((1r,4r)-4-((7-fluoro-3-(3-fluoropyridin-4-yl)-3-hydroxy-2-oxoindolin-1-yl)methyl)cyclohexyl)nicotinamide ClC=1C=NC(=C(C(=O)NC2CCC(CC2)CN2C(C(C3=CC=CC(=C23)F)(O)C2=C(C=NC=C2)F)=O)C1)C(F)F